CC1=NC=CC(=N1)NC1CCC(CC1)OC1=C2C(=NC=NC2=CC(=C1)N1CCOCC1)C#N 5-[4-[(2-methylpyrimidin-4-yl)amino]cyclohexyloxy]-7-morpholino-quinazoline-4-carbonitrile